4-(Piperidin-4-yl)butan-1-ol N1CCC(CC1)CCCCO